3-(tert-butyl)-1-(4-methoxyphenyl)-1H-pyrazole-5-amine C(C)(C)(C)C1=NN(C(=C1)N)C1=CC=C(C=C1)OC